NC1=CC(=C(C(=C1)F)C1=C(C=2N=CN=C(C2N1C1=CC(=C(C=C1)OC1=NC=CC(=N1)C)F)NCC1=CC=C(C=C1)OC)C)F 6-(4-amino-2,6-difluorophenyl)-5-(3-fluoro-4-((4-methylpyrimidin-2-yl)oxy)phenyl)-N-(4-methoxybenzyl)-7-methyl-5H-pyrrolo[3,2-d]pyrimidin-4-amine